3,5-dichloro-4-((6-chloro-5-phenylpyridazin-3-yl)oxy)aniline (2,5-dioxopiperazine-1,4-diyl)bis(ethane-2,1-diyl) bis(bis(4-methoxybenzyl)carbamate) COC1=CC=C(CN(C(OCCN2C(CN(C(C2)=O)CCOC(N(CC2=CC=C(C=C2)OC)CC2=CC=C(C=C2)OC)=O)=O)=O)CC2=CC=C(C=C2)OC)C=C1.ClC=1C=C(N)C=C(C1OC=1N=NC(=C(C1)C1=CC=CC=C1)Cl)Cl